CN1C(N(C2=C1C=CC=C2)C2CN(CCC2)C=2N=C(C(=NC2)C(=O)N)NC2=CC=C(C=C2)C2(CCNCC2)C)=O 5-(3-(3-Methyl-2-oxo-2,3-dihydro-1H-benzo[d]imidazol-1-yl)piperidin-1-yl)-3-((4-(4-methylpiperidin-4-yl)phenyl)amino)pyrazine-2-carboxamide